3-(allyloxy)-2-propanol dichlorophosphite P(Cl)(Cl)OC(C)COCC=C